2,6-lutidine methyl-O-acetyl-N-(O-(tert-butyldimethylsilyl)-N-(2-(4-((((3-methoxypropyl)carbamoyl)oxy)methyl)piperidin-1-yl)thiazole-4-carbonyl)-L-seryl)-L-serinate COC([C@@H](NC([C@@H](NC(=O)C=1N=C(SC1)N1CCC(CC1)COC(NCCCOC)=O)CO[Si](C)(C)C(C)(C)C)=O)COC(C)=O)=O.N1=C(C=CC=C1C)C